dipalmitoylpropyl-hydroxyethylamine C(CCCCCCCCCCCCCCC)(=O)C(CNCCC)(O)C(CCCCCCCCCCCCCCC)=O